ClC=1C(=NC=NC1N(C(=O)OC(C)(C)C)C(=O)OC(C)(C)C)OC1=C(C=C(C=C1)NC(=O)C=1C(N(C=CC1I)C1=CC=C(C=C1)F)=O)F N-(4-((5-chloro-6-(di-tert-butoxycarbonylamino)pyrimidin-4-yl)oxy)-3-fluorophenyl)-1-(4-fluorophenyl)-4-iodo-2-oxo-1,2-dihydropyridine-3-carboxamide